FC1(C[C@@H](CCC1)[C@H](NC(=O)C1=CC=NN1CC)C=1N=C2N(N=C(C=N2)C[C@@H]2C(NC[C@H](C2)C(F)(F)F)=O)C1)F N-((S)-((R)-3,3-difluorocyclohexyl)(2-(((3R,5S)-2-oxo-5-(trifluoromethyl)piperidin-3-yl)methyl)imidazo[1,2-b][1,2,4]triazin-6-yl)methyl)-1-ethyl-1H-pyrazole-5-carboxamide